C[C@@]1(CC[C@H]2C(C[C@@H]2C(CC[C@H]1O)=C)(C)C)O (1R,4S,5R,9S)-4,11,11-trimethyl-8-methylenebicyclo[7.2.0]undecane-4,5-diol